ClC1=C(CC2=NC3=C(N2[C@@H]2COCC2(C)C)C=C(C=C3)C(=O)O)C=C(C(=C1)C1=NC(=CC=C1)OCC=1SC(=NN1)OC)F (S)-2-(2-chloro-5-fluoro-4-(6-((5-methoxy-1,3,4-thiadiazol-2-yl)methoxy)pyridin-2-yl)benzyl)-1-(4,4-dimethyltetrahydrofuran-3-yl)-1H-benzo[d]imidazole-6-carboxylic acid